COC1=C(C=CC=C1)C1=NN2C(C(NCC2)=O)=C1 2-(2-methoxyphenyl)-6,7-dihydropyrazolo[1,5-a]pyrazin-4(5H)-one